OC=1C(C=COC1)=O 5-hydroxy-4-oxopyran